CC1(N(C(N(C1=O)C1=C(C(=C(C#N)C=C1)S(=O)(=O)C)F)=O)C=1C=NC(=CC1)C)C 4-(4,4-dimethyl-3-(6-methylpyridin-3-yl)-2,5-dioxoimidazolidin-1-yl)-3-fluoro-2-(methylsulfonyl)benzonitrile